1,1-bis{(2-hydroxyethoxy)phenyl}decane OCCOC1=C(C=CC=C1)C(CCCCCCCCC)C1=C(C=CC=C1)OCCO